C(C)OC(CN(C(C(CO)NC(CCNC(OC)=O)=O)=O)CC(CC)C)OCC methyl (3-((1-((2,2-diethoxy ethyl)(2-methylbutyl)amino)-3-hydroxy-1-oxopropan-2-yl)amino)-3-oxopropyl)carbamate